[Pd].[Pd].C(C1=CC=CC=C1)=CC(=O)C=CC1=CC=CC=C1.C(C1=CC=CC=C1)=CC(=O)C=CC1=CC=CC=C1.C(C1=CC=CC=C1)=CC(=O)C=CC1=CC=CC=C1 tridibenzylideneacetone Dipalladium